FC1=C(C(=C(C(=C1F)F)F)C)S(=O)(=O)N(C)C 2,3,4,5-tetrafluoro-N,N,6-trimethylbenzenesulfonamide